C1=CC=CC=2C3=CC=CC=C3N(C12)C1=CC=C(C=C1)NC1=CC=C(C=C1)N1C2=CC=CC=C2C=2C=CC=CC12 bis(4-(9H-carbazol-9-yl)phenyl)amine